N-(p-tolylthio)isobutylamine C1(=CC=C(C=C1)SNCC(C)C)C